C1(CCCCC1)N(C)C=1C=C2OC=3C=C(C(=CC3C3(C2=CC1)OC(=O)C1=CC=CC=C13)NC1=CC=C(C=C1)C(C)(C)C1=CC=C(C=C1)NC1=CC=3C2(C4=CC=C(C=C4OC3C=C1C)N(C)C1CCCCC1)OC(=O)C1=CC=CC=C12)C 2,2-bis{4-[6'-(cyclohexyl-N-methylamino)-3'-methylspiro[phthalid-3,9'-xanthene]-2'-ylamino]phenyl}propane